C(C)(C)N1C(=NC(=C1)C(F)(F)F)C1=CC=C(CN2N=C3C4=C2N=C(N=C4CCC3)C3=C(C=NN3C(C)C)C)C=C1 2-(4-(1-isopropyl-4-(trifluoromethyl)-1H-imidazol-2-yl)benzyl)-4-(1-isopropyl-4-methyl-1H-pyrazol-5-yl)-2,6,7,8-tetrahydropyrazolo[3,4,5-de]quinazoline